C(C)(C)(C)OC(=O)C(CCC[C@H](N)C(=O)O)N ε-tert-butyloxycarbonyl-L-lysine